3-(tert-butyl) 6-methyl (1R,5S)-3-azabicyclo[3.1.0]hexane-3,6-dicarboxylate [C@H]12CN(C[C@@H]2C1C(=O)OC)C(=O)OC(C)(C)C